5-(4-((2-(3-ethylureido)pyridin-4-yl)methyl)piperazin-1-yl)-3-fluoro-N-methylpicolinamide C(C)NC(NC1=NC=CC(=C1)CN1CCN(CC1)C=1C=C(C(=NC1)C(=O)NC)F)=O